C1(CCCC1)N1[C@@H](C(N(C=2C=NC(=NC12)NC1=C(C=C(C(=O)NCCOCCOCCN(C/C=C/C(=O)O)C)C=C1)OC)C)=O)CC (E)-4-[2-[2-[2-[[4-[[(7R)-8-cyclopentyl-7-ethyl-5-methyl-6-oxo-7H-pteridin-2-yl]amino]-3-methoxy-benzoyl]amino]ethoxy]ethoxy]ethyl-methyl-amino]but-2-enoic acid